OC1=CC=C(C=C1)C=CC(=O)C1=C(C=CC=C1OCCCCCCCCCCCCCC)O 3-(4-Hydroxyphenyl)-1-(2-hydroxy-6-tetradecoxyphenyl)prop-2-en-1-one